(4R,5S)-1-(4-amino-1,3,5-triazin-2-yl)-5-fluoro-3,3-dimethylpiperidine NC1=NC(=NC=N1)N1CC(C[C@@H](C1)F)(C)C